BrC1=CN=C2C(N(C=NN21)CC2(CCNCC2)O)=O 7-bromo-3-((4-hydroxypiperidin-4-yl)methyl)imidazo[2,1-f][1,2,4]triazin-4(3H)-one